prop-2-yn-1-yl (3-benzoyl-4-(2-bromo-N-methylacetamido)phenyl)carbamate C(C1=CC=CC=C1)(=O)C=1C=C(C=CC1N(C(CBr)=O)C)NC(OCC#C)=O